NC1CCC(CC1)N1C(NC2=C1C=C(C(=C2)C=2C=C(C=1N(C2)N=CN1)C)C)=O 1-((1R,4R)-4-Aminocyclohexyl)-6-methyl-5-(8-methyl-[1,2,4]triazolo[1,5-a]pyridin-6-yl)-1,3-dihydro-2H-benzo[d]imidazol-2-on